3-(2,2-dimethylpropyl)-5-[5-(4-fluorophenyl)-2-(2-fluoro-6-trifluoromethylphenyl)-3H-imidazol-4-yl]-3H-imidazo[4,5-b]pyridin-2-ylamine mesylate S(C)(=O)(=O)O.CC(CN1C(=NC=2C1=NC(=CC2)C=2NC(=NC2C2=CC=C(C=C2)F)C2=C(C=CC=C2C(F)(F)F)F)N)(C)C